FC1=CC(=C(C=C1)N1CN(C(C2=CC=C(C=C12)OC)=O)C1=C(NC(C=C1)=O)C)C 1-(4-fluoro-2-methylphenyl)-7-methoxy-3-(2-methyl-6-oxo-1,6-dihydropyridin-3-yl)-2,3-dihydroquinazolin-4(1H)-one